C1(CC1)S(=O)(=O)NC=1SC=C(N1)C(C(=O)NC1=NC=C(C=C1)C1=NC(=CN=C1)OC1CC1)(C)C 2-(2-(cyclopropanesulfonamido)thiazol-4-yl)-N-(5-(6-cyclopropoxypyrazin-2-yl)pyridin-2-yl)-2-methylpropanamide